7-chloro-8-methoxy-N-(1-(methylsulfonyl)piperidin-4-yl)-[1,2,4]Triazolo[1,5-c]Pyrimidin-2-amine ClC1=C(C=2N(C=N1)N=C(N2)NC2CCN(CC2)S(=O)(=O)C)OC